C(C)(C)NC(=O)C1=CC=C2C(=CN=CC2=C1)OC1=CC=C(C=C1)C(F)(F)F N-isopropyl-4-(4-(trifluoromethyl)phenoxy)isoquinoline-7-carboxamide